2-(((2R,7aR)-7a-(((tert-butyldiphenylsilyl)oxy)methyl)hexahydro-1H-pyrrolizin-2-yl)oxy)acetic acid [Si](C1=CC=CC=C1)(C1=CC=CC=C1)(C(C)(C)C)OC[C@@]12CCCN2C[C@@H](C1)OCC(=O)O